(S)-(1-(6-chloro-5-hydroxypyridin-3-yl)-3,3-dimethylbut-2-yl)carbamic acid tert-butyl ester C(C)(C)(C)OC(N[C@@H](CC=1C=NC(=C(C1)O)Cl)C(C)(C)C)=O